5,5'-biphenyltetracarboxylic acid C1(=C(C(=C(C(=C1)C=1C=CC=CC1)C(=O)O)C(=O)O)C(=O)O)C(=O)O